N1(CCC1)C(CN1CC(C1)CN1N=CC(=C1)C1=NC2=C(C(=CC=C2N=C1)OC=1C=CC2=C(NC(=N2)C)C1)Cl)=O 1-(azetidin-1-yl)-2-(3-((4-(8-chloro-7-((2-methyl-1H-benzo[d]imidazol-6-yl)oxy)quinoxalin-2-yl)-1H-pyrazol-1-yl)methyl)azetidin-1-yl)ethanone